2-(2-isopropylphenyl)-9-(4-(4-methyl-1H-1,2,3-triazol-1-yl)benzyl)-7,9-dihydro-8H-purin-8-one C(C)(C)C1=C(C=CC=C1)C1=NC=C2NC(N(C2=N1)CC1=CC=C(C=C1)N1N=NC(=C1)C)=O